2-(difluoromethyl)-5-(4-((4-(2-(pyrrolidin-1-yl)-1H-benzo[d]imidazol-6-yl)-1H-1,2,3-triazol-1-yl)methyl)phenyl)-1,3,4-oxadiazole FC(C=1OC(=NN1)C1=CC=C(C=C1)CN1N=NC(=C1)C=1C=CC2=C(NC(=N2)N2CCCC2)C1)F